BrC=1N=NN(C1C)C1CC(C1)N1CCN(CC1)C(=O)OC(C)(C)C tert-Butyl 4-((1r,3r)-3-(4-bromo-5-methyl-1H-1,2,3-triazol-1-yl)cyclobutyl)piperazine-1-carboxylate